F[C@H]1C[C@@H](CN(C1)C(=O)OC1=CC=C(C=C1)OC(F)(F)F)N1C(CCCC1)=O 4-(trifluoromethoxy)phenyl (3'S,5'S)-5'-fluoro-2-oxo[1,3'-bipiperidine]-1'-carboxylate